trans-racemic-tert-butyl 4-hydroxy-3-methylpiperidine-1-carboxylate O[C@H]1[C@@H](CN(CC1)C(=O)OC(C)(C)C)C |r|